COC=1C=CC=C2CCC(N(C12)C(=O)NCCC1=CC=CC=C1)(C)C 8-methoxy-2,2-dimethyl-N-phenethyl-3,4-dihydroquinoline-1(2H)-carboxamide